3-bromo-4H-thieno[3,2-b]pyrrole-6-carbonitrile BrC1=CSC2=C1NC=C2C#N